5-amino-5-oxo-4-(1-oxoisoindolin-2-yl)pentanoic acid NC(C(CCC(=O)O)N1C(C2=CC=CC=C2C1)=O)=O